Magnesium hydroxid hydrogen chloride Cl.[OH-].[Mg+2].[OH-]